CC1(CCC1)N 1-methyl-cyclobutylamine